5-chloro-2-(difluoromethyl)-N-((1r,4r)-4-((3-(2-fluorophenyl)-3-hydroxy-2-oxo-2,3-dihydro-1H-pyrrolo[2,3-b]pyridin-1-yl)methyl)cyclohexyl)nicotinamide ClC=1C=NC(=C(C(=O)NC2CCC(CC2)CN2C(C(C=3C2=NC=CC3)(O)C3=C(C=CC=C3)F)=O)C1)C(F)F